ClC1=CC=C(C=C1)C=1C=C(C(N(N1)C=1C=NC=CC1)=O)C(=O)N[C@@H](CF)CO (+)-6-(4-chlorophenyl)-N-[(2R)-1-fluoro-3-hydroxy-propan-2-yl]-3-oxo-2-(pyridin-3-yl)-2,3-dihydropyridazine-4-carboxamide